CC1=C(C=CC=C1C)[C@H](C)C=1NC(NC1)=S (+)-(s)-4-[1-(2,3-dimethyl-phenyl)-ethyl]-1,3-dihydro-imidazole-2-thione